N-[6-(4-cyanopiperidin-1-yl)-[1,3]thiazolo[4,5-b]pyrazin-2-yl]-5'-methoxy-2',6-dimethyl-[4,4'-bipyridine]-3-carboxamide C(#N)C1CCN(CC1)C=1N=C2C(=NC1)N=C(S2)NC(=O)C=2C=NC(=CC2C2=CC(=NC=C2OC)C)C